FC1=CC=C(/C=C/[C@@H]2N(CCC2)C(=O)OCC2=CC=CC=C2)C=C1 benzyl (R,E)-2-(4-fluorostyryl)pyrrolidine-1-carboxylate